tert-butyl-1,2-dihydroxybenzene C(C)(C)(C)C=1C(=C(C=CC1)O)O